2-(2-{3-[5-(difluoromethyl)-1,3,4-oxadiazol-2-yl]-5-fluorophenyl}-1H-imidazol-1-yl)-N-ethylacetamide FC(C1=NN=C(O1)C=1C=C(C=C(C1)F)C=1N(C=CN1)CC(=O)NCC)F